3-[(2-aminoethyl)sulfanyl]butanoic acid NCCSC(CC(=O)O)C